methyl 2-[[tert-butoxycarbonyl-[3-ethylsulfonyl-6-(trifluoromethyl)imidazo[1,2-a]pyridin-2-yl]amino]methyl]-5-(1-cyanocyclopropyl)benzoate C(C)(C)(C)OC(=O)N(C=1N=C2N(C=C(C=C2)C(F)(F)F)C1S(=O)(=O)CC)CC1=C(C(=O)OC)C=C(C=C1)C1(CC1)C#N